BrC=1C=C2N(C(C=3N(C2=CC1OC)C=CN3)=O)C3=C(C=CC=C3)C 7-Bromo-8-methoxy-5-(o-tolyl)imidazo[1,2-a]quinoxalin-4(5H)-one